4,7-Dichloro-3-nitro-1-phenylquinolin-2(1H)-one ClC1=C(C(N(C2=CC(=CC=C12)Cl)C1=CC=CC=C1)=O)[N+](=O)[O-]